ClC=1C(=CC(=NC1)OC)C1=CC(=NN1)C(=O)N1CCC(CC1)C(=O)NCC1=CN=C(O1)C 1-(5-(5-chloro-2-methoxypyridin-4-yl)-1H-pyrazole-3-carbonyl)-N-((2-methyloxazol-5-yl)methyl)piperidine-4-carboxamide